COC=1C=C(C=CC1)C(C#N)S(=O)(=O)C1=CC=C(C=C1)C (3-METHOXYPHENYL)[(4-METHYLPHENYL)SULFONYL]ACETONITRILE